FC(C1=NC=C(C=N1)C1=CN(C=2N=CN=C(C21)N)[C@@H](CC)C=2N=NN(C2)C2=C(C=CC=C2)F)F 5-[2-(difluoromethyl)pyrimidin-5-yl]-7-{(1S)-1-[1-(2-fluorophenyl)-1H-1,2,3-triazol-4-yl]propyl}-7H-pyrrolo[2,3-d]pyrimidin-4-amine